O[C@@H]([C@@H](C)[C@H]1CC[C@H]2[C@@H]3CC[C@@H]4C[C@@](CC[C@@]4([C@H]3CC[C@]12C)C)(O)C(F)(F)F)\C=C\C (3R,5R,8R,9S,10S,13S,14S,17R)-17-((2S,3R,E)-3-hydroxyhex-4-en-2-yl)-10,13-dimethyl-3-(trifluoromethyl)hexadecahydro-1H-cyclopenta[a]phenanthren-3-ol